NCC1=CC=C2C(=CC(OC2=C1)=O)C1=C(C=CC=C1)C 7-(aminomethyl)-4-(o-tolyl)-2H-chromen-2-one